6-(2,4-difluorophenoxy)-2-((4-fluoro-2-methoxy-5-nitrophenyl)amino)-8-methylpyrido[2,3-d]pyrimidin-7(8H)-one FC1=C(OC2=CC3=C(N=C(N=C3)NC3=C(C=C(C(=C3)[N+](=O)[O-])F)OC)N(C2=O)C)C=CC(=C1)F